C1(CC1)N1N=CC(=C1)C=1C(=C2CC[C@@H](NC2=CC1)C)OC1=NC2=C(N1\C=C/C)C=CC=C2 (Z)-(S)-6-(1-cyclopropyl-1H-pyrazol-4-yl)-2-methyl-5-((1-(prop-1-en-1-yl)-1H-benzo[d]imidazol-2-yl)oxy)-1,2,3,4-tetrahydroquinoline